NC1=NN2C(C=C(C=C2)C=2C=CC(=C(C(=O)NCCC(C)(C3=CC=CC=C3)O)C2)Cl)=N1 5-(2-amino-[1,2,4]triazolo[1,5-a]pyridin-7-yl)-2-chloro-N-(3-hydroxy-3-phenylbutyl)benzamide